ClC1=CC=C(C=C1)C1=C(C=C(C=C1)C=1N=NNC1C(=O)O)C#N 4-(4'-chloro-2-cyano-[1,1'-biphenyl]-4-yl)-1H-1,2,3-triazole-5-carboxylic acid